sodium (2R)-2,3-bis(hexadecanoyloxy)propyl (2S)-3-{[(2R)-2,3-dihydroxypropyl] oxy}-2-hydroxypropyl phosphate P(=O)(OC[C@@H](COC(CCCCCCCCCCCCCCC)=O)OC(CCCCCCCCCCCCCCC)=O)(OC[C@H](COC[C@@H](CO)O)O)[O-].[Na+]